Bicyclononyl C1(CCCCCCCC1)C1CCCCCCCC1